C(\C=C/C=C)(=O)Cl Cis-2,4-pentadienoyl chloride